C1(CC1)C1=NN2C(N(C([C@H](CC2)NC(=O)C2=NN(C=N2)CC2=C(C=C(C=C2)Cl)Cl)=O)C)=C1 (S)-N-(2-Cyclopropyl-4-methyl-5-oxo-5,6,7,8-tetrahydro-4H-pyrazolo[1,5-a][1,3]diazepin-6-yl)-1-(2,4-dichlorobenzyl)-1H-1,2,4-triazol-3-carboxamid